(2R)-1-(4-((3-fluoropiperidin-4-yl)oxy)phenyl)pyrrolidin FC1CNCCC1OC1=CC=C(C=C1)N1CCCC1